C(C)(C)(C)OC(=O)N(C)CC1=C(C(=O)O)C=CC=C1 2-[[(tert-butoxycarbonyl)(methyl)amino]methyl]benzoic acid